O.O.S1C2=C(C=C1)C(=CC=C2)N2CCN(CC2)CCCCOC2=CC=C1C=CC(NC1=C2)=O 7-[4-(4-benzo[b]thiophen-4-yl-Piperazin-1-yl)-butoxy]-1H-quinolin-2-one dihydrate